3-(2-chloro-6-fluorophenyl)-10-fluoro-9-(4-(2-fluoropropyl)piperazin-1-yl)phenanthridin-6(5H)-one ClC1=C(C(=CC=C1)F)C=1C=CC=2C3=C(C(=CC=C3C(NC2C1)=O)N1CCN(CC1)CC(C)F)F